C(C=C)(=O)O.C(C=C)(=O)O.OCC(CC)(CO)CO 1,1,1-Tris(hydroxymethyl)propane diacrylate